6-{7-[(3s,4s)-3-fluoro-2,2-dimethylpiperidin-4-yl]-6,7-dihydro-5H-pyrrolo[2,3-c]pyridazin-3-yl}-2-methyl-1,3-benzothiazol-5-ol formate salt C(=O)O.F[C@@H]1C(NCC[C@@H]1N1CCC2=C1N=NC(=C2)C2=CC1=C(N=C(S1)C)C=C2O)(C)C